ClC1=CC=2C=3C=CC(=CC3N(C(N(C2N=C1)CC)=O)C1=C(C=C(C=C1F)NCCNCCCC(=O)O)F)C#N 4-({2-[(4-{4-chloro-13-cyano-8-ethyl-9-oxo-6,8,10-triazatricyclo[9.4.0.02,7]pentadeca-1(11),2(7),3,5,12,14-hexaen-10-yl}-3,5-difluorophenyl)amino]ethyl}amino)butanoic Acid